F[C@@H](C(=O)NC1=C(C=C(C=C1)CCC1=CC=C(C=C1)C(F)(F)F)N1CCCCC1)[C@@H](CCCC)F (2S,3R)-2,3-difluoro-N-(2-(piperidin-1-yl)-4-(4-(trifluoromethyl)phenethyl)phenyl)heptanamide